{8-[(3-fluorophenyl)sulfonyl]-3,8-diazabicyclo[3.2.1]oct-3-yl}(1H-1,2,3-triazol-5-yl)methanone FC=1C=C(C=CC1)S(=O)(=O)N1C2CN(CC1CC2)C(=O)C2=CN=NN2